CC=1OC(=CC1C(=O)NC1=NC(=NS1)CC(=C(F)F)C)C1=CC(=CC=C1)OC 2-methyl-5-(3-methoxyphenyl)-N-(3-(3,3-difluoro-2-methylallyl)-1,2,4-thiadiazol-5-yl)furan-3-carboxamide